ethyl-1-(3-chloropyridin-2-yl)-3-((1,1-dioxothietin-3-yl) oxy)-4,5-dihydro-1H-pyrazole-5-carboxylate C(C)OC(=O)C1CC(=NN1C1=NC=CC=C1Cl)OC1=CS(C1)(=O)=O